C(#N)CC(=O)N[C@H](C(=O)N1[C@@H](C[C@H](C1)O)C(=O)O)C(C)(C)C (2S,4R)-1-((S)-2-(2-cyanoacetamido)-3,3-dimethylbutanoyl)-4-hydroxypyrrolidine-2-carboxylic acid